2,5-dimethylhexamethylenediamine CC(CN)CCC(CN)C